N1=CN=CC2=C1SC1=C2CCC1 7,8-dihydro-6H-cyclopenta[4,5]thieno[2,3-d]pyrimidine